[Ti+4].OCC1CCC(N(C1)C1NC(CCC1)[N+](=O)[O-])=O 5-(hydroxymethyl)-1-(6-Nitropiperidin-2-yl)piperidin-2-one Titanium (IV)